N-[2-[2-[2-(Benzyloxy)ethoxy]ethoxy]ethyl]-N,N-dimethyloctadecane-1-aminium bromide [Br-].C(C1=CC=CC=C1)OCCOCCOCC[N+](CCCCCCCCCCCCCCCCCC)(C)C